2-(1-(tert-butyldimethylsilyloxy)cyclopropyl)-5-(trifluoromethyl)pyridine [Si](C)(C)(C(C)(C)C)OC1(CC1)C1=NC=C(C=C1)C(F)(F)F